C(C)OC(C(=O)NCCOC1=C(C=CC(=C1)OC)C=1OC2=C(C=CC=C2C(C1)=O)Cl)=O 2-[2-[2-(8-chloro-4-oxo-chromen-2-yl)-5-methoxy-phenoxy]ethylamino]-2-oxo-acetic acid ethyl ester